5-aminofurazan NN1C=CNO1